O[C@H]1[C@H](OC[C@@H]([C@H]1O)NC1=NC(=CN=C1)C(F)(F)F)CN1CCN(CC1)CC1CCN(CC1)C1=CC=C(C(=O)O)C=C1 4-(4-((4-(((2R,3R,4R,5S)-3,4-dihydroxy-5-((6-(trifluoromethyl)pyrazin-2-yl)amino)tetrahydro-2H-pyran-2-yl)methyl)piperazin-1-yl)methyl)piperidin-1-yl)benzoic acid